[Na+].C(C)(=O)N(C([C@@H](N)CCC(=O)[O-])=O)C(C)=O glutamic acid N,N-diacetyl amide sodium salt